(2S,4r)-1-[(2S)-2-(4-cyclopropyl-triazol-1-yl)-3,3-dimethyl-butyryl]-4-hydroxy-N-[2-(2-phenylpyrazol-3-yl)ethyl]pyrrolidine-2-carboxamide C1(CC1)C=1N=NN(C1)[C@H](C(=O)N1[C@@H](C[C@H](C1)O)C(=O)NCCC=1N(N=CC1)C1=CC=CC=C1)C(C)(C)C